C=C1C(CCC1)=C 1,2-bis(methylene)cyclopentane